NC1=NC(=CC(=C1)C[C@@H]1[C@H](N(C1=O)C(=O)N[C@H](CC)C1=C(C(=CC=C1)C)C)C(=O)N(C)C1=CC=NN1C)C (2S,3R)-3-((2-amino-6-methylpyridin-4-yl)methyl)-N2-(1-methyl-1H-pyrazol-5-yl)-N1-((R)-1-(2,3-dimethylphenyl)propyl)-N2-methyl-4-oxoazetidine-1,2-dicarboxamide